tert-butyl 4-(5H-pyrrolo[3,2-d]pyrimidin-2-yl)-5,6-dihydropyridine-1(2H)-carboxylate N1=C(N=CC2=C1C=CN2)C2=CCN(CC2)C(=O)OC(C)(C)C